CS(=O)(=O)N1CCN(CC1)C1=NC=C(C=N1)C1=NNC2=CC=CC=C12 3-[2-(4-methylsulfonylpiperazin-1-yl)pyrimidin-5-yl]-1H-indazole